F\C=C(\CNC(OC(C)(C)C)=O)/CN1N=CN(C1=O)C1=CC=C(C=C1)F tert-butyl (Z)-(3-fluoro-2-((4-(4-fluorophenyl)-5-oxo-4,5-dihydro-1H-1,2,4-triazol-1-yl)methyl)allyl)carbamate